N1=CC=C(C=C1)C=1SC(=CC1)C1=CC=NC=C1 2,5-Bis(pyridin-4-yl)thiophene